FC1CC(N(C1)C(CN1C(C=NC=C1)=O)=O)C(=O)NC(C1=CC=C(C=C1)C(C)C)C1=CC=CC=C1 4-fluoro-1-[2-(2-oxo-1,2-dihydropyrazin-1-yl)acetyl]-N-{phenyl[4-(propan-2-yl)phenyl]methyl}pyrrolidine-2-carboxamide